ClC=1C=C2C(=CC(=NC2=CC1)C(F)(F)F)N[C@@H]1C[C@@H](CCC1)NC(=O)C=1C=NN(C1C(F)F)CC N-[(1R,3S)-3-[[6-chloro-2-(trifluoromethyl)-4-quinolyl]amino]cyclohexyl]-5-(difluoromethyl)-1-ethyl-pyrazole-4-carboxamide